C(C)(C)(C)OC(NCC1=CC=CC=2N1C=NC2)=O (imidazo[1,5-a]pyridin-5-ylmethyl)carbamic acid tert-butyl ester